2-(dimethylamino)-1-(4-(2-(8-isobutoxy-[1,2,4]triazolo[1,5-a]pyridin-6-yl)-3-isopropyl-1H-indol-5-yl)piperidin-1-yl)ethan-1-one CN(CC(=O)N1CCC(CC1)C=1C=C2C(=C(NC2=CC1)C=1C=C(C=2N(C1)N=CN2)OCC(C)C)C(C)C)C